1-(5-{[4-(Aminomethyl)phenyl]methoxy}-3-{3-methyl-1-[2-(morpholin-4-yl)-2-oxoethyl]piperidin-4-yl}-1H-pyrazol-1-yl)-3-methoxy-2,2-dimethylpropan-1-on NCC1=CC=C(C=C1)COC1=CC(=NN1C(C(COC)(C)C)=O)C1C(CN(CC1)CC(=O)N1CCOCC1)C